(E)-2-((6,6,6-Trifluorohex-4-en-1-yl)oxy)-1,1'-biphenyl FC(/C=C/CCCOC1=C(C=CC=C1)C1=CC=CC=C1)(F)F